F[C@H]1C[C@H](N2N=C(N=C21)[C@@](F)([2H])C2CC2)C2=CC=CC=C2 (5s,7s)-7-fluoro-5-phenyl-2-[(R)-cyclopropyl-deutero-fluoro-methyl]-6,7-dihydro-5H-pyrrolo[1,2-b][1,2,4]triazole